ethyl (2S)-4-(dimethylcarbamoyl)-2-((2S)-4-methyl-2-(((tridec-1-en-6-yloxy)carbonyl)amino)pentanamido)hept-6-enoate CN(C(=O)C(C[C@@H](C(=O)OCC)NC([C@H](CC(C)C)NC(=O)OC(CCCC=C)CCCCCCC)=O)CC=C)C